OC1=C(CN[C@@H]2CCO[C@]23O[C@@H]([C@@H]([C@@H]([C@H]3O)N3N=NC(=C3)C3=CC(=C(C(=C3)F)F)F)O)CO)C=CC=C1OC (4R,5S,7R,8R,9S,10R)-4-((2-hydroxy-3-methoxybenzyl)amino)-7-(hydroxymethyl)-9-(4-(3,4,5-trifluorophenyl)-1H-1,2,3-triazol-1-yl)-1,6-dioxaspiro[4.5]decane-8,10-diol